C(C)(=O)N1C(CC(C2=CC(=CC=C12)C1=CC=C(C=C1)N1CCN(CC1)CC1=CC=C(C=C1)N1C(NC(CC1)=O)=O)NC1=CC=C(C=C1)Cl)C 1-(4-((4-(4-(1-acetyl-4-((4-chlorophenyl)amino)-2-methyl-1,2,3,4-tetrahydroquinolin-6-yl)phenyl)piperazin-1-yl)methyl)phenyl)dihydropyrimidine-2,4(1H,3H)-dione